(2S)-3-(5-bromothiophene-3-yl)-2-[(3R)-1-[(tert-butoxy)carbonyl]pyrrolidin-3-yl]propanoic acid BrC1=CC(=CS1)C[C@H](C(=O)O)[C@@H]1CN(CC1)C(=O)OC(C)(C)C